Di(Trichlorooctafluorohexanoyl) peroxide ClC(C(C(C(C(=O)OOC(C(C(C(C(C(F)(F)F)(Cl)Cl)(F)Cl)(F)F)(F)F)=O)(F)F)(F)F)(F)Cl)(C(F)(F)F)Cl